C1(CCC1)N1N=CC=C1C(=O)N[C@@H](C)C1=NC(=NO1)C1=CC(=NC=C1)C1CC1 2-cyclobutyl-N-[(1S)-1-[3-(2-cyclopropyl-4-pyridyl)-1,2,4-oxadiazol-5-yl]ethyl]pyrazole-3-carboxamide